Cl.CNCCO 2-(methylamino)ethan-1-ol hydrochloride